((tert-Butyldimethylsilyl)oxy)-1,4-diazacycloheptane-1-carboxylic acid tert-butyl ester C(C)(C)(C)OC(=O)N1C(CNCCC1)O[Si](C)(C)C(C)(C)C